1,1,1,3,3,3-hexafluoropropan-2-yl 4-(7-cyano-5,6,7,8-tetrahydroimidazo[1,2-a]pyrazine-2-carboxamido)-4-methylpiperidine-1-carboxylate C(#N)N1CC=2N(CC1)C=C(N2)C(=O)NC2(CCN(CC2)C(=O)OC(C(F)(F)F)C(F)(F)F)C